Benzyl (2S)-2-[(3-chloropyrazin-2-yl)methylcarbamoyl]-pyrrolidine-1-carboxylate ClC=1C(=NC=CN1)CNC(=O)[C@H]1N(CCC1)C(=O)OCC1=CC=CC=C1